C(C)OC1=NC=CC=C1C1=NC=C(C=C1)C1(CCN(CC1)C1=C(C#N)C=C(C=C1)C(F)(F)F)NCCO 2-(4-{2'-ethoxy-[2,3'-bipyridin]-5-yl}-4-[(2-hydroxyethyl)amino]piperidin-1-yl)-5-(trifluoromethyl)benzonitrile